2-(4-isopropyl-1-methyl-7-oxo-pyrazolo[3,4-d]pyridazin-6-yl)acetamide C(C)(C)C=1C2=C(C(N(N1)CC(=O)N)=O)N(N=C2)C